tert-butyl ((3''-(1,3-dimethyl-2,4-dioxo-1,2,3,4-tetrahydropyrimidine-5-carboxamido)-3-fluoro-5-methoxy-2',2''-dimethyl-[1,1':3',1''-terphenyl]-4-yl)methyl)carbamate CN1C(N(C(C(=C1)C(=O)NC=1C(=C(C=CC1)C=1C(=C(C=CC1)C1=CC(=C(C(=C1)OC)CNC(OC(C)(C)C)=O)F)C)C)=O)C)=O